N1=CC=CC2=CC3=C(C=C12)CC=1C=CC=CC1O3 11H-chromeno[2,3-g]quinoline